3-(5-(2-(1-(4-aminophenyl)piperidin-4-yl)-2,8-diazaspiro[4.5]decan-8-yl)-6-fluoro-1-oxoisoindolin-2-yl)piperidine-2,6-dione NC1=CC=C(C=C1)N1CCC(CC1)N1CC2(CC1)CCN(CC2)C=2C=C1CN(C(C1=CC2F)=O)C2C(NC(CC2)=O)=O